C1(CC1)C=1C=C(C=C(C1)C=C)CC#N 2-(3-cyclopropyl-5-vinylphenyl)acetonitrile